ClC1=C(C2=C(C3=C(N=C(N(C3=O)CC3=CC(=NO3)C(F)F)C3=C(C=C(C(=C3)F)F)C3CC3)S2)C=C1)O 7-chloro-2-(2-cyclopropyl-4,5-difluorophenyl)-3-((3-(difluoromethyl)isoxazol-5-yl)methyl)-8-hydroxybenzo[4,5]thieno[2,3-d]pyrimidin-4(3H)-one